C1(CC1)CN1C=C(C2=NN(C(C(=C21)C=2C=NC(=CC2)C2CC2)=O)C2=CC1=CN(N=C1C=C2)C)CC 5-(cyclopropylmethyl)-4-(6-cyclopropylpyridin-3-yl)-7-ethyl-2-(2-methyl-2H-indazol-5-yl)-2,5-dihydro-3H-pyrrolo[3,2-c]pyridazin-3-one